(R)-5-((4-(1,4-dimethyl-1H-pyrazol-5-yl)-6-(3-methylmorpholino)pyridin-2-yl)amino)-1H-pyrazole-1-carboxylic acid tert-butyl ester C(C)(C)(C)OC(=O)N1N=CC=C1NC1=NC(=CC(=C1)C1=C(C=NN1C)C)N1[C@@H](COCC1)C